C(C)(=O)OCC(CC1=C(N(C2=CC=C(C=C12)[C@H]1[C@@H](C1)OC[C@@H](C(=O)OC)NC(=O)OC(C)(C)C)CC)C=1C(=NC=CC1)[C@H](C)OC)(C)C methyl (2S)-3-[(1R,2S)-2-{3-[3-(acetyloxy)-2,2-dimethylpropyl]-1-ethyl-2-{2-[(1S)-1-methoxyethyl]pyridin-3-yl}indol-5-yl}cyclopropoxy]-2-{[(tert-butoxy)carbonyl]amino}propanoate